N-benzyl-1-(tetrahydrofuran-2-yl)methanamine C(C1=CC=CC=C1)NCC1OCCC1